nickel (II) tetrakis(4-carboxyphenyl)porphyrin C(=O)(O)C1=CC=C(C=C1)C1=C2C=CC(C(=C3C=CC(=C(C=4C=CC(=C(C5=CC=C1N5)C5=CC=C(C=C5)C(=O)O)N4)C4=CC=C(C=C4)C(=O)O)N3)C3=CC=C(C=C3)C(=O)O)=N2.[Ni+2]